N-(2-fluoro-3-methyl-4-((1-methyl-1H-benzo[d]imidazol-5-yl)oxy)phenyl)-6-((3R,6R)-6-methylpiperidin-3-yl)pyrido[3,2-d]pyrimidin-4-amine FC1=C(C=CC(=C1C)OC1=CC2=C(N(C=N2)C)C=C1)NC=1C2=C(N=CN1)C=CC(=N2)[C@H]2CN[C@@H](CC2)C